(R)-N-methyl-2-(trifluoromethyl)-5,8-dihydro-6H-pyrano-[3,4-b]pyridin-5-amine CN[C@H]1COCC2=NC(=CC=C21)C(F)(F)F